ClC=1C=C(C=CC1)CCCOC(=O)N[C@@H](CC(C)C)C(=O)O ((3-(3-chlorophenyl)propoxy)carbonyl)-L-leucine